n-octadecyl-succinamide C(CCCCCCCCCCCCCCCCC)C(C(=O)N)CC(=O)N